1-[(4-methylphenyl)dioxy-λ6-thio]-5-[4-(4-methylpiperazin-1-yl)phenyl]-3-(2-methylpyrazol-3-yl)pyrrolo[2,3-b]pyridine CC1=CC=C(C=C1)OO[SH4]N1C=C(C=2C1=NC=C(C2)C2=CC=C(C=C2)N2CCN(CC2)C)C=2N(N=CC2)C